CC1=NNC(=C1C=1C=C2CCN3C(C2=CC1)=CC(=NC3=O)OCC3OCCOC3)C 9-(3,5-Dimethyl-1H-pyrazol-4-yl)-2-([1,4]dioxan-2-ylmethoxy)-6,7-dihydro-pyrimido[6,1-a]isoquinolin-4-one